C(CCCCCCCCCCCCCCCCCCCCCCCCCCC)OC(C=C)=O acrylic acid octacosyl ester